2-isopropyl-N-methyl-2'-oxo-2',3'-dihydro-1'h-[1,5'-bi-benzo[d]imidazole]-6-carboxamide C(C)(C)C1=NC2=C(N1C1=CC3=C(NC(N3)=O)C=C1)C=C(C=C2)C(=O)NC